methyl 6-[4-(difluoromethyl)phenyl]-5-[4-[4-(dimethoxymethyl)-1-piperidyl] phenyl]-8,9-dihydro-7H-benzo[7]annulene-2-carboxylate FC(C1=CC=C(C=C1)C1=C(C2=C(CCC1)C=C(C=C2)C(=O)OC)C2=CC=C(C=C2)N2CCC(CC2)C(OC)OC)F